S1C(CCCC1)=S monothioThian